(1R,2R)-2-((4-(1-(4-(6-hydroxy-2-phenyl-1,2,3,4-tetrahydronaphthalen-1-yl)phenyl)piperidin-4-yl)piperazin-1-yl)methyl)cyclohexane-1-carbaldehyde OC=1C=C2CCC(C(C2=CC1)C1=CC=C(C=C1)N1CCC(CC1)N1CCN(CC1)C[C@H]1[C@@H](CCCC1)C=O)C1=CC=CC=C1